2-[4-(2,3-epoxypropoxy)phenyl]-2-[4-[1,1-bis[4-(2,3-epoxypropoxy)phenyl]ethyl]phenyl]propane C(C1CO1)OC1=CC=C(C=C1)C(C)(C)C1=CC=C(C=C1)C(C)(C1=CC=C(C=C1)OCC1CO1)C1=CC=C(C=C1)OCC1CO1